1-[(4-tert-butylphenyl)methyl]-5-[2-[2-(4-methoxyphenyl)azepan-1-yl]-2-oxoethyl]pyrrolidin-2-on C(C)(C)(C)C1=CC=C(C=C1)CN1C(CCC1CC(=O)N1C(CCCCC1)C1=CC=C(C=C1)OC)=O